C(C)(=O)OCC(CN1C([C@H](O[C@@H](C2=C1C=CC(=C2)Cl)C2=C(C(=CC=C2)OC)OC)CC(=O)N2CCC(CC2)CC(=O)O)=O)(C)C N-[[(3R,5S)-1-(3-acetoxy-2,2-dimethylpropyl)-7-chloro-5-(2,3-dimethoxyphenyl)-2-oxo-1,2,3,5-tetrahydro-4,1-benzoxazepin-3-yl]acetyl]piperidin-4-acetic acid